2-(2-(2-Nitro-5-chlorophenyl)hydrazono)propionic acid ethyl ester C(C)OC(C(C)=NNC1=C(C=CC(=C1)Cl)[N+](=O)[O-])=O